(4-phenethoxybut-3-en-1-yl)benzene C(CC1=CC=CC=C1)OC=CCCC1=CC=CC=C1